Cl.N1(CCOCC1)CC=O MORPHOLIN-4-YL-ACETALDEHYDE HCL